(R)-5-bromo-N-(1-cyclopropylethyl)-4-(trifluoromethyl)pyridin-2-amine BrC=1C(=CC(=NC1)N[C@H](C)C1CC1)C(F)(F)F